7,14-dihydro-N2,N9-bis(9,9-dimethyl-9H-fluoren-2-yl)-N2,N9-bis(2,4,6-trimethylphenyl)-7,14-diphenyl-carbazolo[4,3-c]carbazole-2,9-diamine CC1(C2=CC=CC=C2C=2C=CC(=CC12)N(C=1C=CC=2C=3C4=C(C=CC3N(C2C1)C1=CC=CC=C1)C=1C=2C=CC(=CC2N(C1C=C4)C4=CC=CC=C4)N(C4=C(C=C(C=C4C)C)C)C4=CC=1C(C2=CC=CC=C2C1C=C4)(C)C)C4=C(C=C(C=C4C)C)C)C